m-aminomethylenephenylalanine NC=C1CC(C[C@H](N)C(=O)O)=CC=C1